4-chlorophenyl (5R)-3,3-difluoro-5-[(5R)-5-methyl-1,1-dioxo-1λ6,2-thiazolidin-2-yl]piperidine-1-carboxylate FC1(CN(C[C@@H](C1)N1S([C@@H](CC1)C)(=O)=O)C(=O)OC1=CC=C(C=C1)Cl)F